chloro-N-(5-(1,4-dimethyl-1H-1,2,3-triazol-5-yl)thiazolo[5,4-b]pyridin-2-yl)-5'-methoxy-6-methyl-[4,4'-bipyridin]-3-carboxamide ClC1=NC(=CC(=C1C(=O)NC=1SC2=NC(=CC=C2N1)C1=C(N=NN1C)C)C1=CC=NC=C1OC)C